O=C1NC(CC[C@H]1NC(=O)C1=C(C=C(C=C1)N1CCN(CC1)C(=O)OC(C)(C)C)F)=O |r| (±)-tert-butyl 4-(4-((2,6-dioxopiperidin-3-yl)aminocarbonyl)-3-fluorophenyl)piperazine-1-carboxylate